N-(4-chloro-1-(tetrahydro-2H-pyran-2-yl)-1H-indazol-5-yl)-2-(2-(4-methyl-oxazol-2-yl)isonicotinyl)carbamoylhydrazine ClC1=C2C=NN(C2=CC=C1NNC(NCC1=CC(=NC=C1)C=1OC=C(N1)C)=O)C1OCCCC1